tert-butyl (S)-(3-(7-carbamoyl-5-fluoro-2,3-dimethyl-1H-indol-4-yl)cyclohex-3-en-1-yl)carbamate C(N)(=O)C=1C=C(C(=C2C(=C(NC12)C)C)C=1C[C@H](CCC1)NC(OC(C)(C)C)=O)F